Cl[C@@H](C)C1=NC=2C(=NC(=CC2)C(=O)[O-])N1C[C@H]1OCC1 2-((S)-1-Chloroethyl)-3-(((S)-oxetan-2-yl)methyl)-3H-imidazo[4,5-b]pyridine-5-carboxylate